The molecule is a monocarboxylic acid that is prop-2-enoic acid which is substituted at position 2 by a 4,7-dimethyl-1,2,3,4,4a,5,6,8a-octahydronaphthalen-1-yl group (the 1S,4R,4aS,8aR diastereoisomer). It is a sesquiterpenoid precursor of artemisinin, obtained from sweet wormwood, Artemisia annua. It has a role as a metabolite. It is a monocarboxylic acid, a carbobicyclic compound, a sesquiterpenoid and a member of octahydronaphthalenes. It derives from a (+)-artemisinic alcohol. It is a conjugate acid of a (+)-artemisinate. C[C@@H]1CC[C@H]([C@@H]2[C@H]1CCC(=C2)C)C(=C)C(=O)O